(R)-2-(2-methylpyrrolidin-1-yl)thiazolo[4,5-d]pyrimidine-5,7-diol C[C@H]1N(CCC1)C=1SC2=C(N=C(N=C2O)O)N1